C(C)(C)C1=C(N)C(=CC(=C1)C(=O)O)C(C)C 2,6-diisopropyl-4-carboxyaniline